C(C)(C)(C)C1=CC=C(C=C1)OC(C=C)=O 4-tertbutylphenylacrylate